(4-(1-(((tert-butoxycarbonyl)amino)methyl)cyclopropyl)phenyl)boronic acid C(C)(C)(C)OC(=O)NCC1(CC1)C1=CC=C(C=C1)B(O)O